2,6,8,8-tetramethyl-6,8-dihydro-7H-pyrrolo[2,3-g]quinazolin-7-one CC1=NC2=CC3=C(C=C2C=N1)N(C(C3(C)C)=O)C